6-(2-nitro-1H-imidazolyl)caproic acid [N+](=O)([O-])C=1N(C=CN1)CCCCCC(=O)O